(1R,2s)-1-amino-2,6-dimethylindan N[C@@H]1[C@H](CC2=CC=C(C=C12)C)C